C(C)(C)(C)OC(=O)N1CCN(CC1)C1=C(N(C=2N(C1=O)N=C(N2)Br)CC(=O)NC2=CC=C(C=C2)C(C)(C)C)CC 4-(2-Bromo-4-(2-((4-(tert-butyl)phenyl)amino)-2-oxoethyl)-5-ethyl-7-oxo-4,7-dihydro-[1,2,4]triazolo[1,5-a]pyrimidin-6-yl)piperazine-1-carboxylic acid tert-butyl ester